3-[(3-chlorobenzyl)sulfanyl]-5,6-dimethyl-[1,2,4]triazolo[4,3-a]pyrimidin-7(8H)-one ClC=1C=C(CSC2=NN=C3N2C(=C(C(N3)=O)C)C)C=CC1